N-[(1S)-1-[[(3-amino-3-oxo-propyl)-[(2S)-2-chloro-2-fluoro-acetyl]amino]carbamoyl]-3-methyl-butyl]-1H-benzimidazole-2-carboxamide NC(CCN(C([C@@H](F)Cl)=O)NC(=O)[C@H](CC(C)C)NC(=O)C1=NC2=C(N1)C=CC=C2)=O